C(C)(C)(C)OC(=O)N1C(CC2(CC1)OCC1(C3=C2C=CS3)CC1)Cl chloro-6'H-dispiro[cyclopropane-1,7'-thieno[3,2-C]pyran-4',4''-piperidine]-1''-carboxylic acid tert-butyl ester